2-(3-Benzyloxybenzyl)-2H-indazole-6-carboxylic acid C(C1=CC=CC=C1)OC=1C=C(CN2N=C3C=C(C=CC3=C2)C(=O)O)C=CC1